NC1=C2C(=NC=N1)N(N=C2C2=CC=C(C=C2)OC2=CC=CC=C2)[C@H]2CN(CCC2)C(=O)N2CC(C2)N2CCN(CC2)C=2C=C1CN(C(C1=CC2)=O)[C@H]2C(NC(CC2)=O)=O (R)-3-(5-(4-(1-((R)-3-(4-amino-3-(4-phenoxyphenyl)-1H-pyrazolo[3,4-d]pyrimidin-1-yl)piperidine-1-carbonyl)azetidin-3-yl)piperazin-1-yl)-1-oxoisoindolin-2-yl)piperidine-2,6-dione